4-[[(3S)-3-hydroxypyrrolidin-1-yl]carbonyl]-N-[3-[(1S)-1-[(4-methyl-4H-1,2,4-triazol-3-yl)sulfanyl]ethyl]phenyl]pyridine-2-carboxamide O[C@@H]1CN(CC1)C(=O)C1=CC(=NC=C1)C(=O)NC1=CC(=CC=C1)[C@H](C)SC1=NN=CN1C